C(C)(C)(C)OC(=O)N1CCC(CC1)C1=C(NC=C1)C(=O)OCC1=CC=CC=C1 4-(2-Benzyloxycarbonyl-1H-pyrrol-3-yl)piperidine-1-carboxylic acid tert-butyl ester